(S)-2-((2-((4-chlorobenzyl)carbamoyl)-5,8-dihydro-1,7-naphthyridin-7(6H)-yl)methyl)-3-(oxetan-2-ylmethyl)-3H-imidazo[4,5-b]pyridine-5-carboxylic acid methyl ester COC(=O)C1=CC=C2C(=N1)N(C(=N2)CN2CCC=1C=CC(=NC1C2)C(NCC2=CC=C(C=C2)Cl)=O)C[C@H]2OCC2